C(CCCCCCCCCCCCCCCCCCCCCCCCCCCCCCCCCCCCCC)(=O)OC([C@@H](N)CO)=O seryl nonatriacontanoate